1-(4-(3-bromopropyloxy)phenyl)-3-p-methoxyphenyl-2-propen-1-one BrCCCOC1=CC=C(C=C1)C(C=CC1=CC=C(C=C1)OC)=O